(1s,3s)-3-(5-chloro-2-methoxy-4-nitrophenoxy)-N,N-dimethylcyclobutan-1-amine ClC=1C(=CC(=C(OC2CC(C2)N(C)C)C1)OC)[N+](=O)[O-]